O=C1N(C=CN(C1=O)CC1=NOC(=C1)C=1C=NC=CC1)C1(CC1)C#N 1-(2,3-dioxo-4-((5-(pyridin-3-yl)isoxazol-3-yl)methyl)-3,4-dihydropyrazin-1(2H)-yl)cyclopropane-1-carbonitrile